ClC=1C=C(C=CC1OC)N(C(C#C)=O)C1(CCCCC1)C(=O)N 1-(N-(3-chloro-4-methoxyphenyl)propiolamido)cyclohexane-1-carboxamide